butyl (((9H-fluoren-9-yl) methoxy) carbonyl)-L-alaninate C1=CC=CC=2C3=CC=CC=C3C(C12)COC(=O)N[C@@H](C)C(=O)OCCCC